N-(5-(6-butyryl-4-methylpyridin-3-yl)thiazolo[4,5-e][1,2,4]triazolo[1,5-a]pyridin-2-yl)cyclopropanecarboxamide C(CCC)(=O)C1=CC(=C(C=N1)C=1C=2N(C3=C(C1)N=C(S3)NC(=O)C3CC3)N=CN2)C